BrC1=C(C=C(OCCCC(=O)O)C=C1)OC 4-(4-bromo-3-methoxy-phenoxy)butanoic acid